bipyridyl-5,5'-dicarboxylic acid N1=C(C=CC(=C1)C(=O)O)C1=NC=C(C=C1)C(=O)O